C1=CC=CC=2C3=CC=CC=C3C(=CC12)C1=CC=CC=C1C=1C(=C(C2=CC=CC=C2C1)C1=C(C=CC2=CC(=CC=C12)C=1C2=CC=CC=C2C=2C=CC=CC2C1)OCC(=O)O)OCC(=O)O 2,2'-{(6,6'-bis(9-phenanthryl)phenyl-[1,1'-binaphthyl]-2,2'-diyl)bis(oxy)}diacetic acid